C12C3C(C(C=C1)C2)C(=O)OC3=O 5-norcamphene-2,3-dicarboxylic anhydride